2-benzyl-4-methyl-N-(2-morpholinoethyl)aniline C(C1=CC=CC=C1)C1=C(NCCN2CCOCC2)C=CC(=C1)C